CC1(OC2=CC=C(C=C2CC1)O)CCCC(CCCC(CCCC(C)C)C)C 2-methyl-2-(4,8,12-trimethyltridecyl)chroman-6-ol